C(=O)O.CN1CC(C1)C(=O)N methylazetidine-3-carboxamide formate salt